potassium p-chloro-m-xylenol ClC1=C(CC(C=C1)(C)O)C.[K]